4-bromobenzene-1,2-dithiol BrC=1C=C(C(=CC1)S)S